4-{2-[(2S)-2-(4-fluoro-2-isopropylphenyl)pyrrolidin-1-yl]-7-azaspiro[3.5]nonan-7-yl}-N-{3-nitro-4-[(oxan-4-ylmethyl)amino]benzenesulfonyl}benzamide FC1=CC(=C(C=C1)[C@H]1N(CCC1)C1CC2(C1)CCN(CC2)C2=CC=C(C(=O)NS(=O)(=O)C1=CC(=C(C=C1)NCC1CCOCC1)[N+](=O)[O-])C=C2)C(C)C